N-(3-methylbutyl)-3-({4-[(E)-2-(pyridin-3-yl)vinyl]phenyl}amino)benzamide CC(CCNC(C1=CC(=CC=C1)NC1=CC=C(C=C1)\C=C\C=1C=NC=CC1)=O)C